C1=C(C=CC2=CC=CC=C12)CCC=1C=CC=CC1 5-(2-(naphthalen-2-yl)ethyl)benzene